N-(2-iso-Propoxyethyl)-4-(pyridin-3-yl)-1H-imidazole-1-carboxamide C(C)(C)OCCNC(=O)N1C=NC(=C1)C=1C=NC=CC1